C(OCC(C)(C)OC(C)C1=CC(CC1)(C)C)(OCC)=O 2-[1-(3,3-dimethyl-1-cyclopenten-1-yl)ethoxy]-2-methylpropyl ethyl carbonate